Fluoro-4-(trifluoromethoxy)aniline FNC1=CC=C(C=C1)OC(F)(F)F